3-benzyl-1-(trans-4-((5-cyano-4-(pyridin-2-yl)pyrimidin-2-yl)amino)cyclohexyl)-1-(5-(1-methyl-1H-pyrazol-4-yl)pyridin-2-yl)urea C(C1=CC=CC=C1)NC(N(C1=NC=C(C=C1)C=1C=NN(C1)C)[C@@H]1CC[C@H](CC1)NC1=NC=C(C(=N1)C1=NC=CC=C1)C#N)=O